C(C#C)C1NCC12CNCC2 (prop-2-yn-1-yl)-2,6-diazaspiro[3.4]octane